tert-butyl (S)-4-(9-fluoro-2-(8-fluoro-2-methylimidazo[1,2-a]pyridin-6-yl)-4-oxo-4H-pyrido[1,2-a][1,3,5]triazin-7-yl)-2-methylpiperazine-1-carboxylate FC1=CC(=CN2C1=NC(=NC2=O)C=2C=C(C=1N(C2)C=C(N1)C)F)N1C[C@@H](N(CC1)C(=O)OC(C)(C)C)C